Cl.ClC1=CC=2[C@H]3[C@@H](CN(C2C(=C1)C=1C2=C(N=CN1)C=C(S2)CN2C(CCC2=O)=O)[C@@H]2CNC1(CCC1)C2)C3 1-((4-((1aS,7bR)-6-chloro-3-((S)-5-azaspiro[3.4]octan-7-yl)-1a,2,3,7b-tetrahydro-1H-cyclopropa[c]quinolin-4-yl)thieno[3,2-d]pyrimidin-6-yl)methyl)pyrrolidine-2,5-dione, hydrochloride